(R)-N-(4-(7-(5-ethynyl-6-fluoro-2,3-dihydro-4H-benzo[b][1,4]oxazin-4-yl)-8-fluoro-2-((1-(morpholinomethyl)cyclopropyl)methoxy)pyrido[4,3-d]pyrimidin-4-yl)-1,4-oxazepan-6-yl)acrylamide C(#C)C1=C(C=CC=2OCCN(C21)C2=C(C=1N=C(N=C(C1C=N2)N2CCOC[C@@H](C2)NC(C=C)=O)OCC2(CC2)CN2CCOCC2)F)F